ONC(C1=CC=C(C=C1)OCCCC(F)(F)F)=N N-hydroxy-4-(4,4,4-trifluorobutoxy)benzamidine